C(C1=CC=CC=C1)OC1=CC=C(C(=O)C(=O)O)C=C1 4-benzyloxy-benzoyl-carboxylic acid